C(C1=CC=CC=C1)C1=C(C(=CC=C1)N)N benzylbenzene-1,2-diamine